FC(OC=1C=C(C=CC1)N1N=C(C2=CC(=CC=C12)C(N[C@@]1(CS(CC1)(=O)=O)C)=O)N1[C@@H](CCC1)C(=O)O)F (2S)-1-[1-[3-(difluoromethoxy)phenyl]-5-[[(3S)-3-methyl-1,1-dioxo-thiolan-3-yl]carbamoyl]indazol-3-yl]pyrrolidine-2-carboxylic acid